4,6-dichloro-1H-pyrrolo[2,3-b]pyridine-5-carbonitrile ClC1=C2C(=NC(=C1C#N)Cl)NC=C2